4-(benzooxazol-2-yl)-1-phenylpyridin-1-ium tetrafluoroborate F[B-](F)(F)F.O1C(=NC2=C1C=CC=C2)C2=CC=[N+](C=C2)C2=CC=CC=C2